(7R)-N-(3,3-diphenylpropyl)-7-(4-hydroxybenzyl)-4,8-dioxo-9-phenethyloctahydropyrimido[1,2-a][1,4]diazepine-1(2H)-carboxamide C1(=CC=CC=C1)C(CCNC(=O)N1CCC(N2C1CN(C([C@@H](C2)CC2=CC=C(C=C2)O)=O)CCC2=CC=CC=C2)=O)C2=CC=CC=C2